C(C)OP(OCC)(=O)CSC1=CC=C(C=C1)F (4-Fluorophenylthio)methylphosphonic acid diethyl ester